Dimethylsilylene-bis(2-isopropyl-4-methyl-indenyl)zirconium dichloride [Cl-].[Cl-].C[Si](=[Zr+2](C1C(=CC2=C(C=CC=C12)C)C(C)C)C1C(=CC2=C(C=CC=C12)C)C(C)C)C